2-((5-(4-methylpiperazin-1-yl)-2-(trifluoromethoxy)phenyl)amino)pyrimidin-4-ol CN1CCN(CC1)C=1C=CC(=C(C1)NC1=NC=CC(=N1)O)OC(F)(F)F